NC[C@H](C1=CC=CC=C1)NC(=O)C=1C=CC=C2C(=CNC12)C=1C=NNC1 (S)-N-(2-amino-1-phenylethyl)-3-(1H-pyrazol-4-yl)-1H-indole-7-carboxamide